N1=C2C(=NC=C1)C(CC2)N2C(C(=CC=1C2=NC=CN1)C1CCN(CC1)C1=C(C=CC=C1C)F)=O 5-(6,7-dihydro-5H-cyclopenta[b]pyrazin-5-yl)-7-(1-(2-fluoro-6-methylphenyl)piperidin-4-yl)pyrido[2,3-b]pyrazin-6(5H)-one